C(C1=CC=CC=C1)C1(CCN(CC1)C1=NC=C(C=C1)C=1C=2N(C=C(C1)OCC)N=CC2C#N)NC(CN2CCC(CC2)C(=O)OCC)=O Ethyl 1-[2-[[4-benzyl-1-[5-(3-cyano-6-ethoxy-pyrazolo[1,5-a]pyridin-4-yl)-2-pyridyl]-4-piperidyl]amino]-2-oxo-ethyl]piperidine-4-carboxylate